FC1=C(C(=O)Cl)C=C(C(=C1)F)F 2,4,5-trifluoro-benzoyl chloride